N-((3-bromo-1H-pyrazol-5-yl)methyl)pyridin-3-amine BrC1=NNC(=C1)CNC=1C=NC=CC1